ditolyl-2,2'-biphenol bisphosphite P(O)(O)OC=1C(=C(C(=CC1)C1=C(C=CC=C1)C)C1=C(C=CC=C1)C)C=1C(=CC=CC1)OP(O)O